(R)-1-(5-(6-chloro-7-fluoro-3-(1H-imidazol-1-yl)-5-methoxy-1-methyl-1H-indol-2-yl)-4H-1,2,4-triazol-3-yl)-2,2,2-trifluoroethan-1-ol ClC1=C(C=C2C(=C(N(C2=C1F)C)C=1NC(=NN1)[C@H](C(F)(F)F)O)N1C=NC=C1)OC